N1CCC(CC1)C1=C2C=CC(=CC2=CC=C1)C(=O)N 5-(piperidin-4-yl)-2-naphthamide